NCCCCCC(=O)[O-] epsilon-aminocaproate